(S)-2-(6-(2-ethyl-4-hydroxyphenyl)-1H-indazol-3-yl)-5-methyl-4,5,6,7-tetrahydro-3H-imidazo[4,5-c]pyridine-6-carboxylic acid C(C)C1=C(C=CC(=C1)O)C1=CC=C2C(=NNC2=C1)C1=NC2=C(CN([C@@H](C2)C(=O)O)C)N1